C[C@@]12CN(CC2[C@@H]2CC[C@H]1C2)C(=O)NC2=CC(=C(C=C2)C)C=2OC=C(N2)C |o1:1,6,9| rel-(3aR,4S,7R)-octahydro-3a-methyl-N-[4-methyl-3-(4-methyl-2-oxazolyl)phenyl]-4,7-methano-2H-isoindole-2-carboxamide